C(=O)(OC(C)(C)C)N1CC(C(CC1)C(=O)OCC)=O ethyl 1-N-boc-3-oxo-piperidine-4-carboxylate